[Cl-].SC1CN2N(CN=C2)C1 6,7-dihydro-6-sulfydryl-5H-pyrazolo[1,2-a][1,2,4]triazole chloride